BrC1=C(C(=C(C(=C1C([2H])([2H])[2H])[2H])[2H])[2H])C([2H])([2H])[2H] 2-bromo-1,3-bis(methyl-d3)benzene-4,5,6-d3